tetrahydro-pyrrolo[2,3-c]pyridin N1CCC2C1=CN=CC2